ClC=1C=C(C=CC1OCC1=NC=CC=C1)NC1=C(C=NC2=CC(=C(C=C12)NC(\C=C\CS(=O)(=O)C)=O)OCC)C#N (E)-N-(4-((3-chloro-4-(pyridin-2-ylmethoxy)phenyl)amino)-3-cyano-7-ethoxyquinolin-6-yl)-4-(methylsulfonyl)-but-2-enamide